C1(CC1)NC(C1=C(C=C(C(=C1)N1N=NC(=C1)C1=CN=C2N1C=C(C(=C2)OC)N2CCN(CC2)C2COC2)C)F)=O N-cyclopropyl-2-fluoro-5-(4-(7-methoxy-6-(4-(oxetan-3-yl)piperazin-1-yl)imidazo[1,2-a]pyridin-3-yl)-1H-1,2,3-triazol-1-yl)-4-methylbenzamide